(3-chlorophenyl)sulfonyl-5H-pyrido[3'',4'':4',5']pyrrolo[3',2':4,5]imidazo[1,2-c]pyrimidine ClC=1C=C(C=CC1)S(=O)(=O)C1=NC=CC2=C1C=1N=C3N(C=NC=C3)C1N2